(±)-5-benzyl-N-(7-iodo-1-methyl-2-oxo-1,2,3,4-tetrahydro-[1,4]diazepino[3,2,1-hi]indol-3-yl)-4H-1,2,4-triazole-3-carboxamide C(C1=CC=CC=C1)C=1NC(=NN1)C(=O)N[C@H]1C(N(C=2C=CC=C3C(=CN(C23)C1)I)C)=O |r|